O1N=CC(=C1)CNC1=NC(N(C2=CC(=CC(=C12)OC)C(F)(F)F)C1=CC=CC=C1)=O 4-((isoxazol-4-ylmethyl)amino)-5-methoxy-1-phenyl-7-(trifluoromethyl)-quinazolin-2(1H)-one